C(C)(C)(C)OC(=O)N(C1=C(C=C(C=N1)C1=NC=NC2=CC=CC=C12)NS(=O)(=O)C1=C(C=C(C=C1)F)F)C 4-(6-((tert-butoxycarbonyl)(methyl)amino)-5-((2,4-difluorophenyl)sulfonamido)pyridin-3-yl)quinazoline